FC1=C(OC2=C(C=C(C(=O)NCC3=NC=CC=C3)C=C2)C=2C3=C(C(N(C2)C)=O)NC=C3)C=CC(=C1)F 4-(2,4-difluorophenoxy)-3-(6-methyl-7-oxo-6,7-dihydro-1H-pyrrolo[2,3-c]pyridin-4-yl)-N-(pyridin-2-ylmethyl)benzamide